2-(3-cyclopentyl-1-methylureido)-5-oxo-5H-thieno[3,2-b]pyran-6-carboxylic acid C1(CCCC1)NC(N(C)C1=CC=2OC(C(=CC2S1)C(=O)O)=O)=O